1,3,5-tris(1-naphthyl-1H-benzimidazol-2-yl)benzene C1(=CC=CC2=CC=CC=C12)N1C(=NC2=C1C=CC=C2)C2=CC(=CC(=C2)C2=NC1=C(N2C2=CC=CC3=CC=CC=C23)C=CC=C1)C1=NC2=C(N1C1=CC=CC3=CC=CC=C13)C=CC=C2